COC1=NC(=NC=C1N)C#CC (4-Methoxy-2-prop-1-ynyl-pyrimidin-5-yl)amine